(1R,2R)-N-(7-chloro-6-(4-((3R,4R)-4-hydroxy-3-methyltetrahydrofuran-3-yl)piperazin-1-yl)isoquinolin-3-yl)-2-(methoxymethyl)cyclobutane-1-carboxamide ClC1=C(C=C2C=C(N=CC2=C1)NC(=O)[C@H]1[C@@H](CC1)COC)N1CCN(CC1)[C@@]1(COC[C@@H]1O)C